ClC1=CC=C(C=C1)C(NC(CCC1=CC(=C(C=C1)OCC#C)OC)=O)C#N N-[(4-chlorophenyl)(cyano)methyl]-3-[3-methoxy-4-(prop-2-yn-1-yloxy)phenyl]propionamide